N-(4-(4-amino-3-bromopyrazolo[1,5-a]pyrazin-2-yl)phenyl)methacryl-amide NC=1C=2N(C=CN1)N=C(C2Br)C2=CC=C(C=C2)NC(C(=C)C)=O